distearoyl-sn-glycero-3-phosphoethanolamine CCCCCCCCCCCCCCCCCC(=O)N(CCOP(=O)(O)OC[C@@H](CO)O)C(=O)CCCCCCCCCCCCCCCCC